decalin-2,6-dicarboxylic acid diphenyl ester C1(=CC=CC=C1)OC(=O)C1CC2CCC(CC2CC1)C(=O)OC1=CC=CC=C1